(E)-1-(4-(dimethylamino)-4-oxobut-2-en-1-yl)-N-(4-(4-(1,1-dioxidothiomorpholino)-7H-pyrrolo[2,3-d]pyrimidin-6-yl)phenyl)-4-hydroxypiperidine-4-carboxamide CN(C(/C=C/CN1CCC(CC1)(C(=O)NC1=CC=C(C=C1)C1=CC2=C(N=CN=C2N2CCS(CC2)(=O)=O)N1)O)=O)C